(S)-8-(2-amino-6-((R)-1-(3',5-dichloro-4'-(trifluoromethyl)-[1,1'-biphenyl]-2-yl)-2,2,2-trifluoroethoxy)pyrimidin-4-yl)-2,8-diazaspiro[4.5]decane-3-carboxylic acid NC1=NC(=CC(=N1)N1CCC2(C[C@H](NC2)C(=O)O)CC1)O[C@@H](C(F)(F)F)C1=C(C=C(C=C1)Cl)C1=CC(=C(C=C1)C(F)(F)F)Cl